3-chloro-2,9-dimethyl-6,7-dihydro-5H-imidazo[1,2-a][1,3]diazepin-8-one ClC1=C(N=C2N1CCCC(N2C)=O)C